cis-3-amino-1-(2-fluorocyclopropyl)pyridin-2(1H)-one NC=1C(N(C=CC1)[C@H]1[C@H](C1)F)=O